O1C=CC2=C1C=C(C=C2)C2=NN1C(N(C(=C(C1=O)N1CCN(CC1)C(=O)OC(C)(C)C)CC)CC(NC1=CC=C(C=C1)SC(F)(F)F)=O)=N2 tert-butyl 4-(2-(benzofuran-6-yl)-5-ethyl-7-oxo-4-(2-oxo-2-((4-((trifluoromethyl)thio)phenyl)amino)ethyl)-4,7-dihydro-[1,2,4]triazolo[1,5-a]pyrimidin-6-yl)piperazine-1-carboxylate